C1=CC=CC=2C3=CC=CC=C3N(C12)C1=CC=C(C=C1)C=1C(=C(C(=C(C1C1=CC=C(C=C1)N1C2=CC=CC=C2C=2C=CC=CC12)C1=CC=C(C=C1)N1C2=CC=CC=C2C=2C=CC=CC12)C1=CC=C(C=C1)N1C2=CC=CC=C2C=2C=CC=CC12)C#N)C1=CC(=NC(=C1)C1=CC=CC=C1)C1=CC=CC=C1 5',6'-bis(4-(9H-carbazol-9-yl)phenyl)-4,4''-di(9H-carbazol-9-yl)-4'-(2,6-diphenylpyridin-4-yl)-[1,1':2',1''-terphenyl]-3'-carbonitrile